(R)-N-((S)-8,9-difluoro-6-oxo-1,4,5,6-tetrahydro-2H-pyrano[3,4-c]isoquinolin-1-yl)-2-hydroxy-N-methyl-3-phenylpropanamide FC=1C(=CC=2C3=C(NC(C2C1)=O)COC[C@H]3N(C([C@@H](CC3=CC=CC=C3)O)=O)C)F